2-((4-Amino-6-(3-(4-cyclopropyl-2-fluorobenzamido)-5-fluoro-2-methylphenyl)pyrimidin-5-oxy)ethyl)-N-methyloxirane-2-carboxamide NC1=NC=NC(=C1OCCC1(OC1)C(=O)NC)C1=C(C(=CC(=C1)F)NC(C1=C(C=C(C=C1)C1CC1)F)=O)C